1-[2-[2-(2,6-dioxo-3-piperidyl)-1-oxo-isoindolin-4-yl]oxyacetyl]piperidine-4-carboxylic acid O=C1NC(CCC1N1C(C2=CC=CC(=C2C1)OCC(=O)N1CCC(CC1)C(=O)O)=O)=O